N1CNC2=C1C=CC=C2C(=O)O 2,3-dihydro-1H-benzo[d]imidazole-4-carboxylic acid